(4,4,4-trifluoro-3-hydroxy-butyl) 4-methylbenzenesulfonate CC1=CC=C(C=C1)S(=O)(=O)OCCC(C(F)(F)F)O